3-[(5-tertiary butyl-1H-imidazole-4-yl)methylene]-6-(o-aminobenzylidene)-2,5-piperazinedione C(C)(C)(C)C1=C(N=CN1)C=C1C(NC(C(N1)=O)=CC1=C(C=CC=C1)N)=O